Isoleucyl-Threonine N[C@@H]([C@@H](C)CC)C(=O)N[C@@H]([C@H](O)C)C(=O)O